(4-benzyl-3-oxo-3,4-dihydro-2H-benzo[b][1,4]thiazin-6-yl)-3-(1H-indol-6-yl)urea C(C1=CC=CC=C1)N1C2=C(SCC1=O)C=CC(=C2)NC(=O)NC2=CC=C1C=CNC1=C2